6-chloro-N-(4,6-dimethoxy-5-propyl-pyrimidin-2-yl)-1H-indole-3-sulfonamide ClC1=CC=C2C(=CNC2=C1)S(=O)(=O)NC1=NC(=C(C(=N1)OC)CCC)OC